C=1([O-])C([O-])=CC=CC1.[Ti+4].[K+].[Na+] Sodium potassium titanium(IV) monocatecholate